CO/C=C/C(=O)OC Methyl trans-3-methoxyacrylate